ClC1=CC=CC(=N1)C1CCN(CC1)C(=O)OC(C)(C)C tert-butyl 4-(6-chloropyridin-2-yl)piperidine-1-carboxylate